BrC1=NC(=CC=C1OC)SC 2-bromo-3-methoxy-6-(methylsulfanyl)pyridine